2-[(3-amino-2-methyl-propionyl)amino]-4-methyl-thiazole-5-carboxylic acid ethyl ester C(C)OC(=O)C1=C(N=C(S1)NC(C(CN)C)=O)C